(S)-(5-(pyridin-2-yl)-2-(3-(5-(trifluoromethyl)pyridin-2-yloxy)pyrrolidin-1-yl)phenyl)methanol N1=C(C=CC=C1)C=1C=CC(=C(C1)CO)N1C[C@H](CC1)OC1=NC=C(C=C1)C(F)(F)F